C1=CC(=CC=C1)S(=O)(=O)N1C2C(C=3C=CC=CC13)(OCC2C(=O)OC(C)(C)C)C(F)(F)F tert-butyl 4-(m-benzenesulfonyl)-8b-(trifluoromethyl)-3,3a,4,8b-tetrahydro-2H-furo[3,2-b]indole-3-carboxylate